C(#N)C=1C=CC(=C(C1)C1=NN(C=C1NC(=O)C=1C=NN2C1N=CC=C2)C[C@H](C)O)OC (S)-N-(3-(5-cyano-2-methoxyphenyl)-1-(2-hydroxypropyl)-1H-pyrazol-4-yl)pyrazolo[1,5-a]pyrimidine-3-carboxamide